[N+](=O)([O-])CCOC(COC1=C(C=CC=C1)OC1=C(C=C(C(=C1)N1C(N(C(=CC1=O)C(F)(F)F)C)=O)F)Cl)=O 2-Nitroethyl-(2-{2-chloro-4-fluoro-5-[3-methyl-2,6-dioxo-4-(trifluoromethyl)-3,6-dihydropyrimidine-1(2H)-yl]phenoxy}phenoxy)acetate